(R)-9-(3-cyano-3-methylazetidin-1-yl)-1-methyl-4-((1-methyl-1H-pyrazol-4-yl)methyl)-N-(1-methylcyclopropyl)-5-oxo-1,2,4,5-tetrahydroimidazo[1,2-a]quinazoline-7-sulfonamide C(#N)C1(CN(C1)C=1C=C(C=C2C(N(C=3N(C12)[C@@H](CN3)C)CC=3C=NN(C3)C)=O)S(=O)(=O)NC3(CC3)C)C